7-((N-ethyl-1H-1,2,4-triazole-1-carboxamido)methyl)-2-(4-phenoxyphenyl)-4,5,6,7-tetrahydropyrazolo[1,5-a]pyrimidine-3-carboxamide C(C)N(C(=O)N1N=CN=C1)CC1CCNC=2N1N=C(C2C(=O)N)C2=CC=C(C=C2)OC2=CC=CC=C2